N1(CCNCC1)C1=C(C=CC=C1)NC1=CC2=NSC3=C2C(C1)=CC=C3 4-((2-(piperazin-1-yl)phenyl)amino)-5H-naphtho[1,8-cd]isothiazole